glutamic acid, calcium salt [Ca+2].N[C@@H](CCC(=O)[O-])C(=O)[O-]